N-(1-(3-chlorophenyl)-2-hydroxyethyl)-pyrrole-3-carboxamide ClC=1C=C(C=CC1)C(CO)NC(=O)C1=CNC=C1